FC(C(CC)C1=CC=CC1)(F)F 1,1,1-trifluorobutyl-cyclopentadiene